2-((5-(3,5-Difluorobenzyl)-1-(2-(1,3-dioxoisoindolin-2-yl)ethyl)-3-oxo-1,3,4,5,6,7-hexahydro-2H-pyrazolo[4,3-c]pyridin-2-yl)methyl)-5-fluorobenzonitrile FC=1C=C(CN2CC3=C(CC2)N(N(C3=O)CC3=C(C#N)C=C(C=C3)F)CCN3C(C2=CC=CC=C2C3=O)=O)C=C(C1)F